chloro-3-hydroxy-2'-methyl-1',2'-dihydro-3'H-spiro[cyclobutane-1,4'-isoquinoline] ClC1N(CC2(C3=CC=CC=C13)CC(C2)O)C